4-((1-(4-(5-(5-Fluoropyridin-2-yl)-2-(pyrimidin-5-yl)-3H-imidazo[4,5-b]pyridin-3-yl)benzyl)piperidin-4-yl)amino)pyrimidine-2-carbonitrile FC=1C=CC(=NC1)C1=CC=C2C(=N1)N(C(=N2)C=2C=NC=NC2)C2=CC=C(CN1CCC(CC1)NC1=NC(=NC=C1)C#N)C=C2